C(C)C(C#N)CC#N 2-ethylsuccinonitrile